C(C)OS(=O)(=O)O.C(C)N1CN(C=C1)C 1-ethyl-3-methylimidazol ethyl-sulfate salt